2,6-difluoro-4-[(E)-2-nitroethenyl]phenol FC1=C(C(=CC(=C1)\C=C\[N+](=O)[O-])F)O